CN1CCC(CC1)C=1C=C(C(=CC1)N)N 4-(1-methylpiperidin-4-yl)benzene-1,2-diamine